(2R,4S)-9-{1-[(3S,5S)-5-carbamoylpyrrolidin-3-yl]azetidin-3-yl}oxy-5,5-dihydroxy-6-oxa-5-boranuidatricyclo[5.4.0.02,4]undeca-1(7),8,10-triene-8-carboxylate C(N)(=O)[C@@H]1C[C@@H](CN1)N1CC(C1)OC1=C(C=2O[B-]([C@H]3C[C@H]3C2C=C1)(O)O)C(=O)[O-]